1-(4-(2-(4-(2-hydroxypropan-2-yl)piperidin-1-yl)-4-(trifluoromethyl)benzyl)piperazine-1-carbonyl)-1H-pyrazole-3-carboxylic acid OC(C)(C)C1CCN(CC1)C1=C(CN2CCN(CC2)C(=O)N2N=C(C=C2)C(=O)O)C=CC(=C1)C(F)(F)F